FC1=CC=C(C=C1)C1(N(C=C(N1)C=O)S(=O)(=O)C1=CC=CC=C1)C1=CC=C(C=C1)C 2-(4-fluorophenyl)(1-(phenylsulfonyl)-2-(p-tolyl)-1H-imidazol-4-yl)methanone